BrC=1C(=C(C=CC1)C[C@@H]1N(CC[C@@H]([C@@H]1NS(=O)C1(CC1)F)F)C(=O)OCC1=CC=CC=C1)F benzyl (2S,3R,4S)-2-[(3-bromo-2-fluoro-phenyl)methyl]-4-fluoro-3-[(1-fluorocyclopropyl)sulfinylamino]piperidine-1-carboxylate